ClC1=C(\C=N\N(C(N)=S)C)C(=CC=C1)Cl (E)-2-(2,6-dichlorobenzylidene)-1-methylhydrazine-1-thiocarboxamide